N1=CC=CC2=CC=NC(=C12)SCC(=O)C1=CC=C(S1)CNC(CO)=O N-((5-(2-((1,7-naphthyridin-8-yl)thio)acetyl)thiophen-2-yl)methyl)-2-hydroxyacetamide